NC1=NN(C(=C1)Cl)CC1=C(C=C2[C@](NC(NC2=C1)=O)(C(C)(F)F)C#CC1CC1)F (S)-7-((3-amino-5-chloro-1H-pyrazol-1-yl)methyl)-4-(cyclopropylethynyl)-4-(1,1-difluoroethyl)-6-fluoro-3,4-dihydroquinazolin-2(1H)-one